C1(CC1)S(=O)(=O)N1CCC(CC1)C1=NC(=NO1)C=1C=C(C=NC1)[C@@](O)(C1=CC=C(C=C1)C(C)C)C1(CN(C1)C)C (R)-{5-[5-(1-Cyclopropanesulfonyl-piperidin-4-yl)-[1,2,4]oxadiazol-3-yl]-pyridin-3-yl}-(1,3-dimethyl-azetidin-3-yl)-(4-isopropyl-phenyl)-methanol